(1S,2S)-N-[4-[4-(aminomethyl)-3-methyl-phenyl]-2-pyridyl]-2-methyl-cyclopropanecarboxamide Hydrochloride Cl.NCC1=C(C=C(C=C1)C1=CC(=NC=C1)NC(=O)[C@@H]1[C@H](C1)C)C